4,6-dibromo-2-propylthio-5-nitropyrimidine BrC1=NC(=NC(=C1[N+](=O)[O-])Br)SCCC